OCC(C)(C)C1=NOC(=C1)N(C(=O)N1N(CCC1)C1=NC=C(C=C1)C(F)(F)F)C N-(3-(1-hydroxy-2-methylpropan-2-yl)isoxazol-5-yl)-N-methyl-2-(5-(trifluoromethyl)pyridin-2-yl)pyrazolidine-1-carboxamide